ClC(=C1[C@@H]2CC[C@H]1C1=CC=CC=C21)Cl (1R,4S)-9-(dichloro-methylene)-1,2,3,4-tetrahydro-1,4-methanonaphthalene